benzotriazole-1-yl-pyrrolidine oxide N1(N=NC2=C1C=CC=C2)[N+]2(CCCC2)[O-]